(2-(cyclohexyl-methoxy)-4,6-dihydroxyphenyl)(4-((tetrahydrofuran-3-yl)amino)isoindolin-2-yl)methanone C1(CCCCC1)COC1=C(C(=CC(=C1)O)O)C(=O)N1CC2=CC=CC(=C2C1)NC1COCC1